3-amino-5-(3-ethylphenyl)-N-(2-(2-((2-(4-(2-fluoro-5-((4-oxo-3,4-dihydrophthalazin-1-yl)methyl)benzoyl)piperazin-1-yl)-2-oxoethyl)(methyl)amino)ethoxy)ethyl)picolinamide NC=1C(=NC=C(C1)C1=CC(=CC=C1)CC)C(=O)NCCOCCN(C)CC(=O)N1CCN(CC1)C(C1=C(C=CC(=C1)CC1=NNC(C2=CC=CC=C12)=O)F)=O